(R)-N-(2-(6-(2,6-dichloro-3,5-dimethoxyphenyl)-4,5,6,7-tetrahydro-1H-indazol-3-yl)phenyl)acrylamide ClC1=C(C(=C(C=C1OC)OC)Cl)[C@@H]1CCC=2C(=NNC2C1)C1=C(C=CC=C1)NC(C=C)=O